(1-(hydroxymethyl)cyclopentyl)-3-tert-butyl-1-N-pentyl-1H-imidazole-5-carboxamide OCC1(CCCC1)C1N(C(=CN1C(C)(C)C)C(=O)N)CCCCC